methyl (3S)-4-{benzyl[(2S)-1-methoxy-1-oxopropan-2-yl]amino}-3-[(tert-butoxycarbonyl)amino]-4-oxobutanoate C(C1=CC=CC=C1)N(C([C@H](CC(=O)OC)NC(=O)OC(C)(C)C)=O)[C@H](C(=O)OC)C